C(C1=CC=CC=C1)O[C@@H]1[C@H](OC([C@@H]([C@H]1OCC1=CC=CC=C1)OCC1=CC=CC=C1)OCC1=CC=CC=C1)COCC(=O)NCC(=O)NCC(=O)O 2-(2-(2-(((2R,3R,4S,5R)-3,4,5,6-tetrakis(benzyloxy)tetrahydro-2H-pyran-2-yl)methoxy)acetamido)acetamido)acetic acid